COC=1C=CC=2C3=C(C=NC2N1)C=NN3 7-methoxy-1H-pyrazolo[4,3-c][1,8]naphthyridine